O(C1=CC=CC=C1)C1=CC=C(C=C1)C1=NN(C2=NC=NC(=C21)N)C2CCN(CC2)C2CN(C2)C2CCN(CC2)C2CCNCC2 3-(4-phenoxyphenyl)-1-[1-[1-[1-(4-piperidyl)-4-piperidyl]azetidin-3-yl]-4-piperidyl]pyrazolo[3,4-d]pyrimidin-4-amine